CC=1SCCN1 2-methyl-thiazoline